C1CCC(=O)NCC1 E-CAPROLACTAM